N1(CCC1)C1CCN(CC1)C(=O)C1=CC=C(C=C1)[C@@H]1CC2(CC(C2)C#N)CCN1CC1=C2C=CNC2=C(C=C1OC)C (2R,4s,6S)-6-(4-(4-(azetidin-1-yl)piperidine-1-carbonyl)phenyl)-7-((5-methoxy-7-methyl-1H-indol-4-yl)methyl)-7-azaspiro[3.5]nonane-2-carbonitrile